tributyl-(trimethylsilyl)tin C(CCC)[Sn]([Si](C)(C)C)(CCCC)CCCC